C(C1=CC=CC=C1)OC[C@H](CO[Si](C)(C)C(C)(C)C)F (R)-(3-(benzyloxy)-2-fluoropropoxy)(t-butyl)dimethylsilane